FC1(CCC(CC1)CNC=1N=CC2=C(N1)NC=C2C2=CC=1N(C=C2)N=CC1C(=O)NC=1C=NC=CC1)F 5-(2-(((4,4-difluorocyclohexyl)methyl)amino)-7H-pyrrolo[2,3-d]pyrimidin-5-yl)-N-(pyridin-3-yl)pyrazolo[1,5-a]pyridine-3-carboxamide